BrCCCCCCCCCNC(OC(C)(C)C)=O tert-butyl N-(9-bromononyl)carbamate